F[C@@H]1CN(CC[C@@H]1OCC#C)C(=O)OC(C)(C)C tert-butyl (3R,4S)-3-fluoro-4-prop-2-ynoxy-piperidine-1-carboxylate